5-bromo-3-[(cyclopentylmethyl)sulfanyl]pyridin-2-amine BrC=1C=C(C(=NC1)N)SCC1CCCC1